FC=1C(=NC(=NC1)NC1CCC(CC1)C(=O)N1CCCCC1)C1=CC(=CC=C1)N1CCOCC1 1-(4-((5-fluoro-4-(3-morpholinophenyl)pyrimidin-2-yl)amino)cyclohexane-1-carbonyl)piperidin